C1(CC1)S(=O)(=O)NC(C1=CC(=C(C=C1)C#N)NCC1=C(C=CC=C1C)C)=O N-(cyclopropylsulfonyl)-3-((2,6-dimethylbenzyl)amino)-4-cyanobenzamide